3-((1H-benzo[d]imidazol-2-yl)(5-fluoro-2-hydroxyphenyl)methyl)-7-(4-(1-methylpiperidin-4-yl)phenyl)-2,3-dihydro-4H-benzo[e][1,3]oxazin-4-one N1C(=NC2=C1C=CC=C2)C(N2COC1=C(C2=O)C=CC(=C1)C1=CC=C(C=C1)C1CCN(CC1)C)C1=C(C=CC(=C1)F)O